N-propyltrimethyl-ammonium chloride [Cl-].C(CC)[N+](C)(C)C